Cl.FC1=C(OCCOCCOCCN)C(=CC=C1F)C=1N=C(SC1)N1CCOCC1 2-(2-(2-(2,3-Difluoro-6-(2-morpholinothiazol-4-yl)phenoxy)ethoxy)ethoxy)ethan-1-amine hydrochloride